(2R)-N-((R or S)-(4-chloro-3-(difluoro-methyl)phenyl)(trans-4-(trifluoromethyl)cyclohexyl)methyl)-2-methyl-3-oxopiperazine-1-carboxamide ClC1=C(C=C(C=C1)[C@H](NC(=O)N1[C@@H](C(NCC1)=O)C)[C@@H]1CC[C@H](CC1)C(F)(F)F)C(F)F |o1:7|